C(C1=CC=CC=C1)NC=1C=2N(N=C(C1)NCC1(CCCCC1)C)C(=NN2)C(C)C N8-benzyl-3-isopropyl-N6-[(1-methylcyclohexyl)methyl]-[1,2,4]triazolo[4,3-b]pyridazine-6,8-diamine